C1CC(=O)NC1 The molecule is the simplest member of the class of pyrrolidin-2-ones, consisting of pyrrolidine in which the hydrogens at position 2 are replaced by an oxo group. The lactam arising by the formal intramolecular condensation of the amino and carboxy groups of gamma-aminobutyric acid (GABA). It has a role as a polar solvent and a metabolite.